N-propyl-N-phenyl-urea C(CC)N(C(=O)N)C1=CC=CC=C1